CN(CCC1=CC=C(C=C1)[C@@H]1NC[C@H](CC1)C)C N,N-dimethyl-2-[4-[(2R,5S)-5-methyl-2-piperidyl]phenyl]ethanamine